benzyl (3R,4R)-3-(4-(1H-pyrazol-1-yl)phenyl)-4-(hydroxymethyl)piperidine-1-carboxylate N1(N=CC=C1)C1=CC=C(C=C1)[C@@H]1CN(CC[C@H]1CO)C(=O)OCC1=CC=CC=C1